2-But-1-en-2-yl-5-pentylbenzene-1,3-diol C=C(CC)C1=C(C=C(C=C1O)CCCCC)O